COCC1=NN2C(CN(CCC2)S(=O)(=O)C2=C(C=CC=C2)[N+](=O)[O-])=C1 2-(methoxymethyl)-5-(2-nitrophenyl)sulfonyl-4,6,7,8-tetrahydropyrazolo[1,5-a][1,4]diazepine